((3-((3-hydroxypropyl)(8-(nonyloxy)-8-oxooctyl)amino)propyl)azanediyl)bis(heptane-7,1-diyl) bis(4,4-bis(((Z)-oct-5-en-1-yl)oxy)butanoate) C(CCC\C=C/CC)OC(CCC(=O)OCCCCCCCN(CCCCCCCOC(CCC(OCCCC\C=C/CC)OCCCC\C=C/CC)=O)CCCN(CCCCCCCC(=O)OCCCCCCCCC)CCCO)OCCCC\C=C/CC